4H-cyclopenta[b]thiophene-4,6(5H)-dione S1C2=C(C=C1)C(CC2=O)=O